(3-fluoro-5-(4-(4-fluorophenyl)piperazine-1-yl)phenyl)methanamine FC=1C=C(C=C(C1)N1CCN(CC1)C1=CC=C(C=C1)F)CN